8-fluoro-2-(1H-imidazol-4-yl)indolo[2,1-b]quinazoline-6,12-dione FC=1C=C2C(C3=NC4=CC=C(C=C4C(N3C2=CC1)=O)C=1N=CNC1)=O